decyldimethylmethoxysilane C(CCCCCCCCC)[Si](OC)(C)C